FC1(CN(C1)CC1=CC=C(C=C1)C1=CC2=C(CC3=C2NN=C3C3=CC=C2C=NN(C2=C3)C)S1)F 6-(4-((3,3-Difluoroazetidin-1-yl)methyl)phenyl)-3-(1-methyl-1H-indazol-6-yl)-1,4-dihydrothieno[2',3':4,5]cyclopenta[1,2-c]pyrazole